ClC1=CC=C(C2=C1C(S(N2)(=O)=O)F)[N+](=O)[O-] 4-Chloro-3-fluoro-7-nitro-1,3-dihydro-2,1-benzothiazol-2,2-dioxid